C1(=CC=CC=C1)N(C1=CC=C(C=C1)C1=CC=C(NC2=CC=CC=C2)C=C1)C1=CC=CC=C1 N,N,N'-triphenylbenzidine